1-(3-chloro-5'-fluoro-2'-hydroxy-5-methyl-3'-(2-(piperazin-1-yl)pyridin-4-yl)-[1,1'-biphenyl]-4-yl)pyrrolidin-2-one ClC=1C=C(C=C(C1N1C(CCC1)=O)C)C1=C(C(=CC(=C1)F)C1=CC(=NC=C1)N1CCNCC1)O